7-methyl-1,5,7-triazabicyclo[4.4.0]dec-5-enium Acetat C(C)(=O)[O-].CN1C2=NCCC[NH+]2CCC1